O1CCC(CC1)N1N=C2C=C(C(=CC2=C1)C(=O)OC)OC1COCC1 methyl 2-(tetrahydro-2H-pyran-4-yl)-6-((tetrahydrofuran-3-yl)oxy)-2H-indazole-5-carboxylate